2-(9-fluorenyl)-4,6-di-t-butylphenoxytitanium dichloride [Cl-].[Cl-].C1=CC=CC=2C3=CC=CC=C3C(C12)C1=C(O[Ti+2])C(=CC(=C1)C(C)(C)C)C(C)(C)C